ClC=1C(=C(CN2[C@@H](C[C@@](CC2)(C(=O)O)CC2=NC(=NC(=C2F)C2COC2)NC2=NNC(=C2)C)C)C=CC1)F (2R,4R)-1-(3-chloro-2-fluorobenzyl)-4-((5-fluoro-2-((5-methyl-1H-pyrazol-3-yl)amino)-6-(oxetan-3-yl)pyrimidin-4-yl)methyl)-2-methylpiperidine-4-carboxylic acid